C(C)(C)(C)S(=O)(=O)C=1C(=CC=2N(C1)C(=CN2)C2=CC=C(C(=N2)NS(=O)(=O)CCC)OC(F)(F)F)OC N-(6-(6-(tert-butylsulfonyl)-7-methoxyimidazo[1,2-a]pyridin-3-yl)-3-(trifluoromethoxy)pyridin-2-yl)propane-1-sulfonamide